ClC=1C=CC2=C(CC3(CC=4N2C(=NN4)[C@@H]4CC[C@H](CC4)N(C)CC4=CC=C(C=C4)OC)OCCO3)C1 trans-4-(8'-Chloro-4'H,6'H-spiro[1,3-dioxolan-2,5'-[1,2,4]triazolo[4,3-a][1]benzazepin]-1'-yl)-N-(4-methoxybenzyl)-N-methylcyclohexanamin